4-bromo-3-ethoxybenzoic acid ethyl ester C(C)OC(C1=CC(=C(C=C1)Br)OCC)=O